2-((4-(2,6-diazaspiro[3.3]heptan-2-yl)pyrimidin-5-yl)oxy)-5-fluoro-N-isopropylbenzenesulfonamide TFA salt OC(=O)C(F)(F)F.C1N(CC12CNC2)C2=NC=NC=C2OC2=C(C=C(C=C2)F)S(=O)(=O)NC(C)C